C12(CC3CC(CC(C1)C3)C2)CN2N=CC(=C2C)C2=CC=C3C(=CC=NC3=C2C(=O)OC)O methyl 7-(1-(adamantan-1-ylmethyl)-5-methyl-1H-pyrazol-4-yl)-4-hydroxyquinoline-8-carboxylate